CN1N=CC(=C1)NC(=O)C1COCC1 N-(1-methylpyrazol-4-yl)tetrahydrofuran-3-carboxamide